3-Hydroxy-2-oxo-6-{[5-(4-formamidophenyl)thiophen-2-yl]methyl}-1H-1,5-naphthyridine-4-carboxamide OC=1C(NC2=CC=C(N=C2C1C(=O)N)CC=1SC(=CC1)C1=CC=C(C=C1)NC=O)=O